5-methyl-4-oxo-7-phenyl-4,7-dihydro-3H-pyrrolo[2,3-d]-pyrimidine-6-carboxylic acid methyl ester COC(=O)C1=C(C2=C(N=CNC2=O)N1C1=CC=CC=C1)C